2-iodo-4-((4-cyclopentyl-3-(trifluoromethyl)benzyl)oxy)aniline IC1=C(N)C=CC(=C1)OCC1=CC(=C(C=C1)C1CCCC1)C(F)(F)F